C1(CC1)[C@@]1(NC(NC1=O)=O)CCC(=O)N1CC2=CC=C(C=C2C1)C#N (S)-2-(3-(4-cyclopropyl-2,5-dioxo-imidazolidin-4-yl)propionyl)isoindoline-5-carbonitrile